5-bromo-2,3-dihydroisoquinolin-4(1H)-one hydrochloride Cl.BrC1=C2C(CNCC2=CC=C1)=O